FC(C=1C=C(C=C(C1)C(F)(F)F)[B-](C1=CC(=CC(=C1)C(F)(F)F)C(F)(F)F)(C1=CC(=CC(=C1)C(F)(F)F)C(F)(F)F)C1=CC(=CC(=C1)C(F)(F)F)C(F)(F)F)(F)F.C[NH+](C)C Trimethylammonium tetrakis(3,5-bis(trifluoromethyl)phenyl)borate